(R)-4-((2-cyanophenyl)thio)-6-(1-(2,2-dimethylpiperidin-4-yl)-1H-pyrazol-4-yl)pyrazolo[1,5-a]pyridine-3-carbonitrile C(#N)C1=C(C=CC=C1)SC=1C=2N(C=C(C1)C=1C=NN(C1)[C@H]1CC(NCC1)(C)C)N=CC2C#N